4-(4-fluoro-3-methylphenyl)-7-hydroxy-3-(tetrahydro-2H-pyran-4-yl)isoquinoline FC1=C(C=C(C=C1)C1=C(N=CC2=CC(=CC=C12)O)C1CCOCC1)C